C(C)(=O)OCCC(=CCC(CCC(=C)C)C(=C)C)C 6-isopropenyl-3,9-dimethyl-3,9-decadienyl acetate